C1(CCCCC1)C(=O)N1C([C@@H]2CC3=C(NC=4C=C(C=CC34)OC)[C@@H](N2C([C@@H]1CCCCNC(=O)C1CCCCC1)=O)CC(C)C)=O N-(4-((3S,6S,12aS)-2-(cyclohexanecarbonyl)-6-isobutyl-9-methoxy-1,4-dioxo-1,2,3,4,6,7,12,12a-octahydropyrazino[1',2':1,6]pyrido[3,4-b]indol-3-yl)butyl)cyclohexanecarboxamide